C(C)(C)(C)C1=C2C(=NC(=C1)C1=CC=3C(N=C1)=NN(N3)C)SC(=C2N)[S@](=O)CCOC 4-tert-butyl-2-[(R)-2-methoxyethanesulfinyl]-6-{2-methyl-2H-[1,2,3]triazolo[4,5-b]pyridin-6-yl}thieno[2,3-b]pyridin-3-amine